C(C)(=O)N1[C@@H](CCC1)C1=NC2=C(N1)C=C(C=C2C(=O)NC2=C(C(=CC=C2)Cl)C)NC(=O)C2=C(C=CC=C2)C(F)(F)F 2-[(2S)-1-acetylpyrrolidin-2-yl]-N-(3-chloro-2-methylphenyl)-6-({[2-(trifluoromethyl)phenyl]carbonyl}amino)-1H-benzimidazole-4-carboxamide